FC1=C(C#N)C=CC(=C1)CC(=O)N1[C@@H]2CN([C@H](C1)C2)C(C)C 2-fluoro-4-[2-[(1S,4S)-5-isopropyl-2,5-diazabicyclo[2.2.1]heptan-2-yl]-2-oxo-ethyl]benzonitrile